BrC1=CC=C(C=C1)C(CF)(O)[2H] (4-bromophenyl)-2-fluoroethan-1-d-1-ol